OC1C(C(CC1)CC(=O)[O-])CCCCC.[Na+].S1C=NC2=C1C=C(C=C2)\C=C/2\C(N(C(=N2)N[C@@H]2COCCC2)C)=O (5Z)-5-(1,3-benzothiazol-6-ylmethylene)-3-methyl-2-[[(3S)-tetrahydropyran-3-yl]amino]imidazol-4-one sodium (3-hydroxy-2-pentylcyclopentyl)acetate